4-cyclopropyl-3-(3,5-dichloropyridin-4-yl)-N-(2-(trifluoromethyl)pyridin-4-yl)isothiazole-5-carboxamide C1(CC1)C=1C(=NSC1C(=O)NC1=CC(=NC=C1)C(F)(F)F)C1=C(C=NC=C1Cl)Cl